9-(4-methoxybenzyl)-6-(4-methyl-1H-pyrazolo[4,3-c]pyridin-1-yl)-2-(6-methylpyridin-2-yl)-9H-purine COC1=CC=C(CN2C3=NC(=NC(=C3N=C2)N2N=CC=3C(=NC=CC32)C)C3=NC(=CC=C3)C)C=C1